FC(S(=O)(=O)OC1=C2C=CC(NC2=CC=C1)=O)(F)F 2-oxo-1,2-dihydroquinolin-5-yl trifluoromethanesulfonate